Methyl 9-chloro-1,1-difluoro-1,9a-dihydropyrido[2,1-c][1,4]thiazine-3,4-dicarboxylate ClC1=CC=CN2C1C(SC(=C2C(=O)[O-])C(=O)OC)(F)F